5-methyl-2-phenyl-1H-imidazole CC1=CN=C(N1)C1=CC=CC=C1